O=C1N(CC2=CC(=CC=C12)C[C@H]1CN(CC1)CC=1C=NC2=CC=CC=C2C1)C1C(NC(CC1)=O)=O 3-(1-Oxo-5-(((R)-1-(quinolin-3-ylmethyl)pyrrolidin-3-yl)methyl)isoindolin-2-yl)piperidine-2,6-dione